toluene dimethylcarbamate CN(C(O)=O)C.CC1=CC=CC=C1